1-(3-ethynylphenyl)sulfonyl-3,3-difluoro-azetidine C(#C)C=1C=C(C=CC1)S(=O)(=O)N1CC(C1)(F)F